(2-octylnonyl)-2,1,3-benzotriazole C(CCCCCCC)C(CC1=CC=CC=2NN=NC21)CCCCCCC